OC1=C(C(=O)NC2=CC=C(C=C2)N2C3=C(NCC=C2)C2=CC=CC=C2C=C3)C(=CC=C1)C(F)(F)F 5-[4-[2-hydroxy-6-(trifluoromethyl)benzoylamino]phenyl]-1H-naphtho[1,2-b][1,4]diazepine